C(C)(C)(C)C1=CN=C(O1)CSC1=C(N=C(S1)N[C@H]1CN(CCC1)C(=O)OC(C)(C)C)C tert-butyl (R)-3-((5-(((5-(tert-butyl)oxazol-2-yl)methyl)thio)-4-methylthiazol-2-yl) amino)piperidine-1-carboxylate